{4-[2-(2-aminopyrimidin-5-yl)ethynyl]-3-fluoropyridin-2-yl}-5-chloro-2-methoxypyridine-3-sulfonamide NC1=NC=C(C=N1)C#CC1=C(C(=NC=C1)C1=C(C(=NC=C1Cl)OC)S(=O)(=O)N)F